3-(benzo[d][1,3]dioxol-5-ylmethyl)-5,7-dihydroxy-6-methyl-4H-chromen-4-one O1COC2=C1C=CC(=C2)CC2=COC1=CC(=C(C(=C1C2=O)O)C)O